NC=1C2=C(N=CN1)N(C=C2)[C@@H]2O[C@@H]([C@@]1([C@H]2OC(O1)(C)C)C)COC=1C=C(C=CC1)NC(=O)N 1-(3-(((3aR,4R,6R,6aR)-6-(4-amino-7H-pyrrolo[2,3-d]pyrimidin-7-yl)-2,2,3a-trimethyltetrahydrofuro[3,4-d][1,3]dioxol-4-yl)methoxy)phenyl)urea